O=C1N([C@@H]2CC[C@H](N1C2)COC(F)(F)F)OS(=O)(=O)O.BrCC(=O)C2=NC=C(C=C2S(=O)(=O)CC)Br 2-bromo-1-(5-bromo-3-ethylsulfonyl-2-pyridinyl)ethanone (2S,5R)-7-oxo-2-[(trifluoromethoxy)methyl]-1,6-diazabicyclo[3.2.1]oct-6-yl-hydrogensulfate